2,2'-dihydroxyl-biphenyl-5,5'-diacetic acid OC1=C(C=C(C=C1)CC(=O)O)C1=C(C=CC(=C1)CC(=O)O)O